5-chloro-2-fluoro-4-(tetrahydrofuran-3-ylmethoxy)aniline ClC=1C(=CC(=C(N)C1)F)OCC1COCC1